1-(4-methoxybenzyl)-1H-pyrazole-5-carbaldehyde COC1=CC=C(CN2N=CC=C2C=O)C=C1